(3,5-dimethoxyphenyl)-N'-isopropyl-1,2-ethylenediamine COC=1C=C(C=C(C1)OC)N(CCN)C(C)C